O1[C@@H](CC1)COS(=O)(=O)C1=CC=C(C=C1)C 4-methylbenzenesulfonic acid (2S)-oxetan-2-ylmethyl ester